4-{6-[6-(2-hydroxyethoxy)pyridin-3-yl]quinolin-2-yl}-6-methyl-1H-pyrrolo[2,3-c]pyridin-7(6H)-one OCCOC1=CC=C(C=N1)C=1C=C2C=CC(=NC2=CC1)C=1C2=C(C(N(C1)C)=O)NC=C2